7-bromo-3-butyl-8-methoxy-2-methyl-5-(oxetan-3-yl)-2,3,4,5-tetrahydrobenzo[f][1,2,5]thiadiazepine 1,1-dioxide BrC=1C(=CC2=C(N(CC(N(S2(=O)=O)C)CCCC)C2COC2)C1)OC